(4-(dimethylphosphoryl)-2-(trifluoromethoxy)phenyl)carbamic acid tert-butyl ester C(C)(C)(C)OC(NC1=C(C=C(C=C1)P(=O)(C)C)OC(F)(F)F)=O